COC=1C=NC(=C(N1)NC1CCC2=C(C=CC=C12)C1=C2C=CN(C2=CC=C1)C=1N=CC=C2C=C(C=NC12)CN1CC2(C1)NC(CC2)=O)C(F)(F)F 3-methoxy-5-((4-(1-(3-((6-oxo-2,5-diazaspiro[3.4]octan-2-yl)methyl)-1,7-naphthyridin-8-yl)indol-4-yl)-2,3-dihydro-1H-inden-1-yl)amino)-6-(trifluoromethyl)pyrazin